[Ni].[Pd].NC1=C2CN(CC2=CC=C1)C(=O)C1=C(C=C(C=C1O)O)OCC1=CC=CC=C1 (4-Aminoisoindolin-2-yl)(2-(benzyloxy)-4,6-dihydroxyphenyl)methanone palladium-nickel